methyl 4-formyl-2,2-dimethylcyclohexane-1-carboxylate C(=O)C1CC(C(CC1)C(=O)OC)(C)C